methylmercury bisulfite S([O-])(O)=O.C[Hg+]